ClC1=NNC2=NC(=NC(=C21)S[C@H]2CN(CCC2)C(=O)\C(\C#N)=C\C2CC2)NC=2C=NN(C2)CC (R,E)-2-(3-((3-chloro-6-((1-ethyl-1H-pyrazol-4-yl)amino)-1H-pyrazolo[3,4-d]pyrimidin-4-yl)thio)piperidine-1-carbonyl)-3-cyclopropylacrylonitrile